BrC1=CC=C(C=C1)C(C)(C)NC(C(=O)O)=O 2-((2-(4-bromophenyl)propan-2-yl)amino)-2-oxoacetic acid